carbonyl-pyrrolidin C(=O)=C1NCCC1